4,4'-(9,10-diphenylanthracene-2,6-diyl)bis(N,N-diphenylaniline) C1(=CC=CC=C1)C=1C2=CC=C(C=C2C(=C2C=CC(=CC12)C1=CC=C(N(C2=CC=CC=C2)C2=CC=CC=C2)C=C1)C1=CC=CC=C1)C1=CC=C(N(C2=CC=CC=C2)C2=CC=CC=C2)C=C1